tert-butyl (2S,6R*)-6-{[(tert-butyldimethylsilyl)oxy]methyl}-6-hydroxy-2-(hydroxymethyl)-1,4-oxazepane-4-carboxylate [Si](C)(C)(C(C)(C)C)OC[C@]1(CN(C[C@H](OC1)CO)C(=O)OC(C)(C)C)O |o1:9|